Ethyl 2,2-dimethyl-4-oxo-3,8,11,14-tetraoxa-5-azaheptadecan-17-oate CC(C)(OC(NCCOCCOCCOCCC(=O)OCC)=O)C